C(C)OC(CC[C@@H](C)[C@H]1CC[C@H]2[C@@H]3CC[C@@H]4[C@@H](C(CC[C@]4(C)[C@H]3CC[C@]12C)=O)Br)=O.O1C=CC=2C(=NC=CC21)C(C)(C)NC(C[C@@H]2N(CCC2)C)=O (R)-N-(2-(furo[3,2-c]pyridin-4-yl)propan-2-yl)-2-(1-methylpyrrolidin-2-yl)acetamide ethyl-(4α,5β)-3-oxo-4-bromo-cholan-24-oate